(E)-2-(4-nitrostyryl)-9,10-anthraquinone [N+](=O)([O-])C1=CC=C(/C=C/C2=CC=3C(C4=CC=CC=C4C(C3C=C2)=O)=O)C=C1